2-(2-amino-4-methylbenzo[d]thiazol-6-yloxy)ethylcarbamic acid tert-butyl ester C(C)(C)(C)OC(NCCOC1=CC2=C(N=C(S2)N)C(=C1)C)=O